P(=O)(OC1=C(C=CC=C1)CCCC)(OC1=C(C=CC=C1)CCCC)OC1=CC=CC=C1 di(butylphenyl) monophenyl phosphate